methyl 8-((1H-indol-3-yl)methyl)-2-benzyl-2,8-diazaspiro[4.5]decane-4-carboxylate N1C=C(C2=CC=CC=C12)CN1CCC2(C(CN(C2)CC2=CC=CC=C2)C(=O)OC)CC1